[1-benzyl-5-[[tert-butyl(diphenyl)silyl]oxymethyl]-2-oxo-3-piperidyl] acetate C(C)(=O)OC1C(N(CC(C1)CO[Si](C1=CC=CC=C1)(C1=CC=CC=C1)C(C)(C)C)CC1=CC=CC=C1)=O